9H-fluoren-9-ylmethyl (3R)-3-(cyclopropylamino)piperidine-1-carboxylate C1(CC1)N[C@H]1CN(CCC1)C(=O)OCC1C2=CC=CC=C2C=2C=CC=CC12